CN1N(C(C(=C1C)C(=O)O)=O)C1=CC=CC=C1 1,5-dimethyl-3-oxo-2-phenyl-2,3-dihydro-1H-pyrazole-4-carboxylic acid